CC1=NC(=CC(=C1)C=1NC2=CC=C(C=C2C1C(C)C)C1CCN(CC1)CC(=O)N(C)CC(C1=CC=CC=C1)O)C 2-(4-(2-(2,6-dimethylpyridin-4-yl)-3-isopropyl-1H-indol-5-yl)piperidin-1-yl)-N-(2-hydroxy-2-phenylethyl)-N-methylacetamide